1-(3-((tert-butylamino)methyl)benzyl)-4-chloro-1H-imidazo[4,5-c]quinolin-2(3H)-one C(C)(C)(C)NCC=1C=C(CN2C(NC=3C(=NC=4C=CC=CC4C32)Cl)=O)C=CC1